(R)-N-(4-(8-amino-5-methyl-3-(trideuteriomethyl)imidazo[1,5-a]pyrazin-1-yl)-3-methylphenyl)-2-(3-fluorophenyl)-2-hydroxyacetamide NC=1C=2N(C(=CN1)C)C(=NC2C2=C(C=C(C=C2)NC([C@H](O)C2=CC(=CC=C2)F)=O)C)C([2H])([2H])[2H]